[I-].S1C(=CC=C1)C[NH3+] 2-thiophenylmethylammonium iodide